F[C@@H]1[C@H]2CC[C@@H](C[C@@H]1N(C)C1=CN=C(N=N1)C1=C(C=C(C=C1)C1=CC(N(C=C1)C)=O)OC)N2C(=O)OC(C)(C)C tert-butyl (1R,2S,3S,5S)-2-fluoro-3-([3-[2-methoxy-4-(1-methyl-2-oxopyridin-4-yl)phenyl]-1,2,4-triazin-6-yl](methyl)amino)-8-azabicyclo[3.2.1]octane-8-carboxylate